butanoic acid propyl ester C(CC)OC(CCC)=O